tri(methylcyclopentadienyl)yttrium CC1(C=CC=C1)[Y](C1(C=CC=C1)C)C1(C=CC=C1)C